3-bromo-1-(toluene-4-sulfonyl)-1H-indole BrC1=CN(C2=CC=CC=C12)S(=O)(=O)C1=CC=C(C)C=C1